FC=1C=C(C=C(C1)F)[C@@H]1CC=NN1C(=O)N1CCN(CC1)C1=NC=CC(=N1)C(=O)NC (S)-2-(4-(5-(3,5-difluorophenyl)-4,5-dihydro-1H-pyrazole-1-carbonyl)piperazin-1-yl)-N-methylpyrimidine-4-carboxamide